FC=1C=C(C=CC1OC1=C2C(=NC=C1)C=C(S2)C2=NC=C(C=C2)CNCCOC)NC(=O)C2(CC2)C(=O)NC2=CC=C(C=C2)F N-(3-Fluoro-4-{[2-(5-{[(2-methoxyethyl)amino]methyl}-2-pyridinyl)thieno[3,2-b]pyridin-7-yl]oxy}phenyl)-N'-(4-fluorophenyl)-1,1-cyclopropanedicarboxamide